FC(OC1=C(C=C(C=C1)C1=NOC(=C1)CC(CN1CCOCC1)O)O)F 2-(difluoromethoxy)-5-(5-(2-hydroxy-3-morpholinopropyl)isoxazole-3-yl)phenol